4-(3-(4-bromo-1H-pyrazol-1-yl)-3-phenylpropyl)morpholine BrC=1C=NN(C1)C(CCN1CCOCC1)C1=CC=CC=C1